C(C)[C@H]1[C@@H]([C@H]1C=1C=NN(C1)C)C(=O)NC=1N=CC2=CC(=C(C=C2C1)N1CC[NH+](CC1)[C@]1(COCC1)C)C (1S,2R,3S)-2-ethyl-N-[7-methyl-6-[4-((R)-3-methyltetrahydrofuran-3-yl)piperazin-4-ium-1-yl]-3-isoquinolinyl]-3-(1-methylpyrazol-4-yl)cyclopropanecarboxamide